N[C@H]1CCN(C2=C(N(C1=O)C)C=CC=C2F)CCCO (S)-3-amino-7-fluoro-6-(3-hydroxypropyl)-1-methyl-3,4,5,6-tetrahydrobenzo[b][1,4]diazocine-2(1H)-one